CC1=CC=2N=C(N=C(C2N=C1)C1=CC(=CC2=CC=CC=C12)O)N1CC2(CNC2)CC1 4-(7-methyl-2-(2,6-diazaspiro[3.4]octan-6-yl)pyrido[3,2-d]pyrimidin-4-yl)naphthalen-2-ol